6-Bromo-3-(2-cyanoacetamido)picolinic acid ethyl ester C(C)OC(C1=NC(=CC=C1NC(CC#N)=O)Br)=O